COC1=CC=C(C=C1)N=C1C(=C(C2=CC(=CC=C12)C(F)(F)F)C=O)C=1SC=CC1 1-((4-methoxyphenyl)imino)-2-(thiophene-2-yl)-5-(trifluoromethyl)-1H-indene-3-formaldehyde